7-amino-6-(3-methoxy-2,6-dimethylphenyl)-4-methylfuro[2,3-d]pyrrolo[2,3-b]pyridine-8-carboxamide NC1=C(C=2C(=NC(=C3C2OC=C3)C)N1C1=C(C(=CC=C1C)OC)C)C(=O)N